FC=1C=C(C=CC1OC1=NC=CC(=N1)C)C1=C2N(C=3N=CN=C(C31)NC(C)=O)CCN2C2=C(C(=CC=C2)[N+](=O)[O-])C N-(5-{3-fluoro-4-[(4-methylpyrimidin-2-yl)oxy]Phenyl}-6-(2-methyl-3-nitrophenyl)-7,8-dihydro-6H-imidazo[2',1':5,1]pyrrolo[2,3-d]pyrimidin-4-yl)acetamide